OC=1C=C(C(=O)NC2=CC=C(C=C2)OC)C=C(C1O)O 3,4,5-Trihydroxy-N-(4-methoxyphenyl)benzamide